C(CCCCCNC(CCC1=CC(=C(C(=C1)C(C)(C)C)O)C(C)(C)C)=O)NC(CCC1=CC(=C(C(=C1)C(C)(C)C)O)C(C)(C)C)=O N,N'-(hexane-1,6-diyl)bis[3-(3,5-di-t-butyl-4-hydroxyphenyl)propanamide]